2-((1r,4R)-4-(difluoromethoxy)cyclohexylamino)-4-((1R,3R,4R)-3-hydroxy-4-methylcyclohexylamino)pyrimidine-5-carboxamide FC(OC1CCC(CC1)NC1=NC=C(C(=N1)N[C@H]1C[C@H]([C@@H](CC1)C)O)C(=O)N)F